N1=NC(N=C1)=O 3H-1,2,4-triazol-3-one